racemic-N-(2,3-dihydro-1H-inden-1-yl)-5-fluoro-2-methoxy-N-methylnicotinamide [C@H]1(CCC2=CC=CC=C12)N(C(C1=C(N=CC(=C1)F)OC)=O)C |r|